10-oxo-1,9-diazatricyclo[6.3.1.04,12]dodeca-2,4(12),5,7-tetraene-2-carboxylic acid O=C1NC2=CC=CC=3C=C(N(C1)C32)C(=O)O